7-formyl-7-methyl-2-oxa-5-azaspiro[3.4]octane-5-carboxylic acid tert-butyl ester C(C)(C)(C)OC(=O)N1C2(COC2)CC(C1)(C)C=O